C(C)(C)(C)C1=NNC(=N1)C(=O)O 3-(Tert-butyl)-1H-1,2,4-triazole-5-carboxylic acid